C(C)(=O)NC1=CC=NN1C1=NN=C(S1)NC(=O)C1=CC(=C(C(O1)=O)OC[C@H](C)OCC1=CC=CC=C1)C1=C(C=CC=C1OC)OC (S)-N-(5-(5-acetamido-1H-pyrazol-1-yl)-1,3,4-thiadiazol-2-yl)-3-(2-(benzyloxy)propoxy)-4-(2,6-dimethoxyphenyl)-2-oxo-2H-pyran-6-carboxamide